6-N-[(1-aminocyclopropyl)methyl]-4-N-[(3-bromophenyl)methyl]-1-methylpyrazolo[3,4-d]pyrimidine-4,6-diamine NC1(CC1)CNC1=NC(=C2C(=N1)N(N=C2)C)NCC2=CC(=CC=C2)Br